C(C)C1=CC=C(C(=N1)F)C1=C(C=NN1C1CCOCC1)C(=O)N[C@@H]1C(NC2=C(C(=N1)C1=CC=CC=C1)C=CC=C2F)=O 5-(6-Ethyl-2-fluoropyridin-3-yl)-1-(oxacyclohex-4-yl)-N-[(3S)-9-fluoro-2-oxo-5-phenyl-1,3-dihydro-1,4-benzodiazepine-3-yl]Pyrazole-4-carboxamide